CC=1C=C2C(C=C(OC2=C(C1)[C@@H](C)NC=1C(=NC=CC1)C(=O)OC)C1=NN(C2=CC=CC=C12)C)=O Methyl 3-[[(1R)-1-[6-methyl-2-(1-methylindazol-3-yl)-4-oxo-chromen-8-yl]ethyl]amino]pyridine-2-carboxylate